CC1(C2CCC1(C(=O)C2)C)C (±)-camphor